Diethyl-vinyl phosphonate P(OC=C(CC)CC)([O-])=O